C(C1=CC=CC=C1)N(C1CCN(CC1)C1=CC=C(C=C1)NC1=NC=CC(=N1)NC1=NC(=NC=C1)C1=NC(=CC=C1)C)C N2-[4-[4-[benzyl(methyl)amino]-1-piperidyl]phenyl]-N4-[2-(6-methyl-2-pyridyl)pyrimidin-4-yl]pyrimidine-2,4-diamine